1-(1H-benzimidazol-1-ylmethyl)-4-propylpyrrolidin-2-one N1(C=NC2=C1C=CC=C2)CN2C(CC(C2)CCC)=O